2-(pyrrolidin-1-yl)butyronitrile N1(CCCC1)C(C#N)CC